C(C)(=O)C=1C=C2C(=CC=NC2=CC1)C(=O)OC methyl 6-acetylquinoline-4-carboxylate